OC1=C(N=C(N(C1=O)C)N1CC(C1)OC1=CC=CC=C1)C(=O)NC=1C=NOC1 5-hydroxy-N-(isoxazol-4-yl)-1-methyl-6-oxo-2-(3-phenoxyazetidin-1-yl)-1,6-dihydropyrimidine-4-carboxamide